CON=C(C#CC1=CC=CC=C1)C1=CC=C(C=C1)C 3-phenyl-1-(p-methylphenyl)prop-2-yne-1-one O-methyl oxime